methyl 4-((4-(2-(2-aminopyridin-3-yl)-5-phenyl-3H-imidazo[4,5-b]pyridin-3-yl)benzyl)carbamoyl)-3-fluorobenzoate NC1=NC=CC=C1C1=NC=2C(=NC(=CC2)C2=CC=CC=C2)N1C1=CC=C(CNC(=O)C2=C(C=C(C(=O)OC)C=C2)F)C=C1